2-((3,5-dimethylbenzyl)amino)-N-methylbenzamide CC=1C=C(CNC2=C(C(=O)NC)C=CC=C2)C=C(C1)C